4-((6-(3-Methoxybenzyl)-4-methyl-5-oxo-5,6-dihydro-4H-thiazolo[5',4':4,5]pyrrolo[2,3-d]pyridazin-2-yl)methyl)benzonitrile COC=1C=C(CN2N=CC3=C(C2=O)N(C2=C3SC(=N2)CC2=CC=C(C#N)C=C2)C)C=CC1